N12C[C@@H](C(CC1)CC2)CC(=O)OCC Ethyl (R)-2-(quinuclidin-3-yl)acetate